1,4-Bis(4-hydroxybutyl)Benzene N-(2-phenylethyl)carbamate C1(=CC=CC=C1)CCNC(O)=O.OCCCCC1=CC=C(C=C1)CCCCO